N(=C=O)C(CC[Si](OCC)(OCC)OCC)N=C=O gamma-isocyanato(isocyanato)propyl-triethoxysilane